(R)-1-(3-((6-((1-ethyl-1H-pyrazol-4-yl)amino)-3-methyl-1H-pyrazolo[3,4-d]pyrimidin-4-yl)amino)piperidin-1-yl)prop-2-en-1-one C(C)N1N=CC(=C1)NC1=NC(=C2C(=N1)NN=C2C)N[C@H]2CN(CCC2)C(C=C)=O